C(C)(C)(C)OC(=O)N1[C@@H](CN([C@H](C1)C)C1=NC(=NC2=C(C(=C(C=C12)C(F)(F)F)Br)F)Cl)C (2r,5s)-4-[7-bromo-2-chloro-8-fluoro-6-(trifluoromethyl)quinazolin-4-yl]-2,5-dimethyl-piperazine-1-carboxylic acid tert-butyl ester